C(C)OC(=O)N1CCN(CC1)C1=CC=C(C=C1)C1=C(C=C(C=C1)Cl)N1CC(CCC1)N1N=CC(=C1C(F)(F)F)C(=O)OCC 4-(4'-chloro-2'-{3-[4-(ethoxycarbonyl)-5-(trifluoromethyl)-1H-pyrazol-1-yl]piperidin-1-yl}[1,1'-biphenyl]-4-yl)piperazine-1-carboxylic acid ethyl ester